ClC1=CC=C(O[C@](C(=O)N2CCC(CC2)CNC(OC(C)(C)C)=O)(C)C2CCCCC2)C=C1 |r| (±)-tert-butyl ((1-(2-(4-chlorophenoxy)-2-cyclohexylpropanoyl)piperidin-4-yl)methyl)carbamate